ClC=1N=C(SC1)C=1N=NN(C1)[C@@H]1[C@H]([C@@H](SC=2C=C(C(=NC2)C#N)Cl)O[C@@H]([C@@H]1O)CO)OC 3-Chloro-2-cyanopyridin-5-yl 3-[4-(4-chlorothiazol-2-yl)-1H-1,2,3-triazol-1-yl]-3-deoxy-2-O-methyl-1-thio-α-D-galactopyranoside